7-(4,7-diazaspiro[2.5]oct-7-yl)-2-(2-methyl-8-(methyl-d3)imidazo[1,2-b]pyridazin-6-yl)pyrido[1,2-a]pyrimidin-4-one C1CC12NCCN(C2)C=2C=CC=1N(C(C=C(N1)C=1C=C(C=3N(N1)C=C(N3)C)C([2H])([2H])[2H])=O)C2